3-(tert-butyl)-5-(trifluoromethoxy)benzoic acid ethyl ester C(C)OC(C1=CC(=CC(=C1)OC(F)(F)F)C(C)(C)C)=O